FCC1N2C(C3(OC1)CCNCC3)=C(C=N2)C 7'-(Fluoromethyl)-3'-methyl-6',7'-dihydrospiro[piperidine-4,4'-pyrazolo[5,1-c][1,4]oxazine]